N-methyl-2-quinolinesulfonamide CNS(=O)(=O)C1=NC2=CC=CC=C2C=C1